ClC=1C=C(OC2CCC(CC2)NC(=O)C=2N=NC=CC2)C=CC1C#N N-((1r,4r)-4-(3-chloro-4-cyanophenoxy)cyclohexyl)pyridazine-3-carboxamide